(3-nitrophenyl)-1H-benzimidazole [N+](=O)([O-])C=1C=C(C=CC1)N1C=NC2=C1C=CC=C2